NC1=NC=2C(=CC=CC2C=2N1N=C(N2)C2C(C2)C=2C=C1CNC(C1=CC2)=O)OC 5-[2-(5-amino-7-methoxy[1,2,4]triazolo[1,5-c]quinazolin-2-yl)cyclopropyl]-2,3-dihydro-1H-isoindol-1-one